NC1=NC2=CC=C(C=C2C=C1C)C(=O)N([C@H](C)C1=NC=CC=N1)CC1=NC=C(C=C1)C=1COCCC1 2-amino-N-((5-(5,6-dihydro-2H-pyran-3-yl)-2-pyridinyl)methyl)-3-methyl-N-((1R)-1-(2-pyrimidinyl)ethyl)-6-quinolinecarboxamide